FC=1C(=NC=CC1)C(C)(C)NC1=NC=C(C=N1)C=1SC(=CN1)CNC(=O)C1=CN=C(N1)O N-{[2-(2-{[1-(3-fluoro(2-pyridyl))-isopropyl]amino}pyrimidin-5-yl)(1,3-thiazol-5-yl)]methyl}(2-hydroxyimidazol-5-yl)carboxamide